(1S,2S,3R,4S)-4-{2-[2-(azetidin-1-yl)quinolin-7-yl]ethyl}-3-[(tert-butyldiphenylsilyl)oxy]-2-fluorocyclopentan-1-ol N1(CCC1)C1=NC2=CC(=CC=C2C=C1)CC[C@@H]1[C@H]([C@H]([C@H](C1)O)F)O[Si](C1=CC=CC=C1)(C1=CC=CC=C1)C(C)(C)C